C=CC(=O)N1CCN(CC1)C2=NC=NC3=C(C(=C(C=C32)Cl)C4=C(C=CC=C4F)O)F (S)-1-(4-(6-chloro-8-fluoro-7-(2-fluoro-6-hydroxyphenyl)quinazolin-4-yl)piperazin-1-yl)prop-2-en-1-one